CN(C1(CN(C1)C1=CC=2C(=C(N=NC2N[C@H](C)C=2C(=C(C#N)C=CC2)C)C)C=N1)C)C (R)-3-(1-((7-(3-(dimethylamino)-3-methylazetidin-1-yl)-4-methylpyrido[3,4-d]pyridazin-1-yl)amino)ethyl)-2-methylbenzonitrile